ethyl 6-bromo-7-methoxyimidazo[1,2-a]pyridine-2-carboxylate BrC=1C(=CC=2N(C1)C=C(N2)C(=O)OCC)OC